C(C)(C)(C)OC(N(C)C=1C=CC=2N(C1)C(=CN2)C2=CC(=CC=C2)N)=O (3-(3-aminophenyl)imidazo[1,2-a]pyridin-6-yl)(methyl)carbamic acid tert-butyl ester